FC1=CC=C(C=C1)C1=NOC(=C1C1=CC=NC=C1)CC(=O)N1CCNCC1 2-[3-(4-fluorophenyl)-4-(pyridin-4-yl)-1,2-oxazol-5-yl]-1-(piperazin-1-yl)ethan-1-one